SCC(C(=O)N1C(CCC1)C(=O)O)C 1-(3-mercapto-2-methyl-propionyl)-pyrrolidine-2-carboxylic acid